{4-[6-amino-5-(2-fluoro-6-trifluoromethyl-benzyloxy)-pyridin-3-yl]-phenyl}-[(2R)-2-pyrrolidin-1-ylmethyl-pyrrolidin-1-yl]-methanone NC1=C(C=C(C=N1)C1=CC=C(C=C1)C(=O)N1[C@H](CCC1)CN1CCCC1)OCC1=C(C=CC=C1C(F)(F)F)F